C1=CC(=C(C=C1S(=O)(=O)C2=CC(=C(C=C2)Cl)N)N)Cl 3,3'-Diamino-4,4'-dichlorodiphenyl sulfone